Cl.FC=1C=C2C(=CNC(C2=CC1F)=O)C(C)NC 6,7-Difluoro-4-(1-(methylamino)ethyl)isoquinolin-1(2H)-one hydrochloride salt